BrC1=C(C=C2C(=C(C(=NC2=C1F)Cl)[N+](=O)[O-])N[C@@H]1C[C@H](N(CC1)C(=O)OC(C)(C)C)CC#N)I tert-butyl (2S,4S)-4-((7-bromo-2-chloro-8-fluoro-6-iodo-3-nitroquinolin-4-yl)amino)-2-(cyanomethyl)piperidine-1-carboxylate